CN(C)CC1=C(C=CC=C1)C1=CC=C(C=C1)C=1C=C(C2=C(NC(=N2)C)C1)C(=O)O 6-(2'-((dimethylamino)methyl)-[1,1'-biphenyl]-4-yl)-2-methyl-1H-benzo[d]imidazole-4-carboxylic acid